OC(C1=CC=C(C=C1)B(O)O)C1=CC=CC=C1 (4-(hydroxy(phenyl)methyl)phenyl)boronic acid